S(=O)(=O)(C1=CC=C(C)C=C1)NN=C1CC2(C1)CN(CC2)C(=O)OC(C)(C)C tert-Butyl 2-(2-tosylhydrazineylidene)-6-azaspiro[3.4]octane-6-carboxylate